C(C)(C)(C)OC(=O)NC1CCN(CC1)S(=O)(=O)C=1C=C(C=CC1)C1=CCN(CC1)C(=O)OCC1=CC=CC=C1 Benzyl 4-(3-((4-((tert-butoxycarbonyl)amino)piperidin-1-yl)sulfonyl)phenyl)-5,6-dihydropyridine-1(2H)-carboxylate